sodium-boron-silicon [Si].[B].[Na]